O1CC(C1)N1N=NC(=C1)C(=O)NCC1=CC(=NO1)C1=CC=CC=C1 1-(oxetan-3-yl)-N-((3-phenylisoxazol-5-yl)methyl)-1H-1,2,3-triazole-4-carboxamide